2-chloro-1-(4-((4-methoxyphenyl)sulfonyl)piperazin-1-yl)ethan-1-one ClCC(=O)N1CCN(CC1)S(=O)(=O)C1=CC=C(C=C1)OC